NC1=C(C=2C(=NC=CN2)N=C1C(=O)N)C1=C(C(=CC=C1)O)C 7-Amino-8-(3-hydroxy-2-methylphenyl)pyrido[2,3-b]pyrazine-6-carboxamide